FC(C=1C=C(C(=O)[O-])C(=CC1N1C(CNCC1)CC=1C=NC=CC1)F)F (3R)-3-(difluoromethyl)-4-(((pyridin-3-yl) methyl) piperazin-1-yl)-6-fluorobenzoate